3-(5-(4-fluorophenyl)-1,3,4-Oxadiazol-2-yl)-5-(1-(piperidin-4-yl)-1H-pyrazol-4-yl)pyridin-2-amine FC1=CC=C(C=C1)C1=NN=C(O1)C=1C(=NC=C(C1)C=1C=NN(C1)C1CCNCC1)N